4-(4-bromophenyl)piperazin BrC1=CC=C(C=C1)N1CCNCC1